C(C)(C)(C)OC(=O)N1C(CCC1)C(CC(=O)OC)NC(=O)OCC1C2=CC=CC=C2C=2C=CC=CC12 2-(((((9H-fluoren-9-yl)methoxy)carbonyl)amino)-3-methoxy-3-oxopropyl)pyrrolidine-1-carboxylic acid tert-butyl ester